ClC1=CC=C(C=C1)C(OCCN1[C@H](CCC1)CO)C1=CC=CC=C1 [(2R)-1-{2-[(4-Chlorophenyl)(phenyl)methoxy]ethyl}pyrrolidin-2-yl]methanol